2,2-dimethyl-3,3-diphenyl-4,7,10,13,16-pentaoxa-3-silaoctadecane-18-oic acid CC(C)([Si](OCCOCCOCCOCCOCC(=O)O)(C1=CC=CC=C1)C1=CC=CC=C1)C